O-ethyl 1-[[4-[[(1Z)-2-ethoxy-3,3,3-trifluoro-1-propen-1-yl]oxy]phenyl]methyl]-1H-pyrazole-4-carbothioate C(C)O\C(=C/OC1=CC=C(C=C1)CN1N=CC(=C1)C(OCC)=S)\C(F)(F)F